N1=C(N=CC2=C1OCCO2)/C=C/C(=O)N2C(C=CCC2)=O (E)-1-(3-(6,7-dihydro-[1,4]dioxino[2,3-d]pyrimidin-2-yl)acryloyl)-5,6-dihydropyridin-2(1H)-one